ClC1=CC2=C(NC(C=3N(C2)C=C(C3)C3=CC=C(C#N)C=C3)=O)C=N1 4-(3-chloro-10-oxo-10,11-dihydro-5H-pyrido[3,4-e]pyrrolo[1,2-a][1,4]diazepin-8-yl)benzonitrile